C(C1=CC=CC=C1)N1CCC2(CCCN(C2)S(=O)(=O)C=2C=CC(=NC2)N2C(OCC2)=O)CC1 3-(5-((9-Benzyl-2,9-diazaspiro[5.5]undecan-2-yl)sulfonyl)pyridin-2-yl)oxazolidin-2-one